Butyl 3-(2-(2-((2S,3S)-1-methyl-5-oxo-2-(pyridin-3-yl)pyrrolidine-3-carboxamido)ethoxy)ethoxy)propanoate, Trifluoroacetic acid salt FC(C(=O)O)(F)F.CN1[C@@H]([C@H](CC1=O)C(=O)NCCOCCOCCC(=O)OCCCC)C=1C=NC=CC1